(6S)-5-((S)-2-(2-chloro-2,2-difluoroacetamido)-3,3-dimethylbutyryl)-N-(cyano(isoquinolin-4-yl)methyl)-5-azaspiro[2.4]heptane-6-carboxamide ClC(C(=O)N[C@H](C(=O)N1CC2(CC2)C[C@H]1C(=O)NC(C1=CN=CC2=CC=CC=C12)C#N)C(C)(C)C)(F)F